(S)-1-((9H-fluoren-9-yl)methyl) 2-(2,5-dioxopyrrolidin-1-yl) pyrrolidine-1,2-dicarboxylate N1([C@@H](CCC1)C(=O)ON1C(CCC1=O)=O)C(=O)OCC1C2=CC=CC=C2C=2C=CC=CC12